(14Z)-14,16-heptadecadien-1-ol C(CCCCCCCCCCCC\C=C/C=C)O